C(C)O/C=C/C=1C=C2CN(C(C2=CC1)=O)C1C(NC(CC1)=O)=O 3-[5-[(E)-2-ethoxyvinyl]-1-oxo-isoindolin-2-yl]piperidine-2,6-dione